C(C1=CC=CC=C1)OC=1C=CC(=C(C1)C#CC(CO[Si](C)(C)C(C)(C)C)(C)C)Br ((4-(5-(benzyloxy)-2-bromophenyl)-2,2-dimethylbut-3-yn-1-yl)oxy)(tert-butyl)dimethylsilane